N,N-di(2-ethylhexyl)-3,3-dimethylbutanamide C(C)C(CN(C(CC(C)(C)C)=O)CC(CCCC)CC)CCCC